C(C)(C)(C)OC(=O)C=1C=C(C=CC1)NC1=C(N=NC(=C1)C1=C(C=CC=C1F)F)C(=O)OC Methyl 4-((3-(tert-butoxycarbonyl)phenyl)amino)-6-(2,6-difluorophenyl)pyridazine-3-carboxylate